N-(5-((3-chlorobenzyl)oxy)-1,3,4-thiadiazol-2-yl)-3-(2-methoxyphenyl)isonicotinamide ClC=1C=C(COC2=NN=C(S2)NC(C2=C(C=NC=C2)C2=C(C=CC=C2)OC)=O)C=CC1